C1(=CC=CC=C1)C1=CC=CC=2C3=C(C=CC=C3NC12)C1=CC=CC=C1 1,5-diphenylcarbazole